tert-butyl (1R,5S)-3-(7-(8-ethynylnaphthalen-1-yl)-8-fluoro-2-((tetrahydro-1H-pyrrolizin-7a(5H)-yl)methoxy)pyrido[4,3-d]pyrimidin-4-yl)-3,8-diazabicyclo[3.2.1]octane-8-carboxylate C(#C)C=1C=CC=C2C=CC=C(C12)C1=C(C=2N=C(N=C(C2C=N1)N1C[C@H]2CC[C@@H](C1)N2C(=O)OC(C)(C)C)OCC21CCCN1CCC2)F